(4R)-N-[4-Morpholino-8-(2,3,5-trifluorophenyl)-1,7-naphthyridin-3-yl]chroman-4-carboxamid O1CCN(CC1)C1=C(C=NC2=C(N=CC=C12)C1=C(C(=CC(=C1)F)F)F)NC(=O)[C@@H]1CCOC2=CC=CC=C12